butyl ethanoate (acetate) C(C)(=O)O.C(C)(=O)OCCCC